tert-butyl 7-[7-({8-fluoro-2-methylimidazo[1,2-a]pyridin-6-yl}carbamoyl)-2-methylindazol-4-yl]-1,7-diazaspiro[3.5]nonane-1-carboxylate FC=1C=2N(C=C(C1)NC(=O)C1=CC=C(C3=CN(N=C13)C)N1CCC3(CCN3C(=O)OC(C)(C)C)CC1)C=C(N2)C